C(C1=CC=CC=C1)N[C@H]1[C@H](CCCC1)CO (+)-cis-N-benzyl-2-(hydroxymethyl)cyclohexylamine